N[C@@H](CN1C(C=2C=C3C(=CC2CC1)N(C(=N3)C3=CC=1C(=NC(=CC1)C(=O)NC)N3CC3CC3)C)=O)CF (S)-2-(6-(2-amino-3-fluoropropyl)-1-methyl-5-oxo-5,6,7,8-tetrahydro-1H-imidazo[4,5-g]isoquinolin-2-yl)-1-(cyclopropylmethyl)-N-methyl-1H-pyrrolo[2,3-b]pyridine-6-carboxamide